ClC1=NC=CC=2C3(CCC(C12)(F)F)N=C1N(C=C(C=C1OC(F)F)C(F)(F)F)C3 1'-chloro-8-(difluoromethoxy)-8',8'-difluoro-6-(trifluoromethyl)-7',8'-dihydro-3H,6'H-spiro[imidazo[1,2-a]pyridine-2,5'-isoquinoline]